1-(4-{[4-(methylsulfanyl)-1,3-benzothiazol-2-yl]oxy}phenyl)pentan-3-one CSC1=CC=CC2=C1N=C(S2)OC2=CC=C(C=C2)CCC(CC)=O